BrC1=CC=C(C=C1)C#CCO 3-(4-bromophenyl)propan-2-yn-1-ol